6-fluoro-N-methyl-1H-indazol-5-carboxamide FC1=C(C=C2C=NNC2=C1)C(=O)NC